(R)-3-(benzyloxy)-2-(dimethylamino)propane-1-thiol C(C1=CC=CC=C1)OC[C@H](CS)N(C)C